ClC1=CC=C(S1)C1=CC(=C(C2=C1OC(O2)(C)[C@@H]2CC[C@H](CC2)N(C)C)C)C(=O)NCC=2C(NC(=CC2SC)C)=O 7-(5-chlorothiophene-2-yl)-2-(trans-4-(dimethylamino)cyclohexyl)-2,4-dimethyl-N-((6-methyl-4-(methylthio)-2-oxo-1,2-dihydropyridin-3-yl)methyl)benzo[d][1,3]dioxole-5-carboxamide